C1(CC1)CN1N=CC=C1C(=O)N[C@H](C(=O)NC1=CC=C(C=C1)C=1C(=NNC1C)C)C(C1CC1)C1CC1 2-(cyclopropylmethyl)-N-[(1S)-1-(dicyclopropylmethyl)-2-[4-(3,5-dimethyl-1H-pyrazol-4-yl)anilino]-2-oxo-ethyl]pyrazole-3-carboxamide